7-Methylazamethylindole CC=1C=CC=C2C=C(NC12)N